6-chloro-4-(trifluoromethyl)-8-oxa-3,5-diazatricyclo[7.4.0.02,7]trideca-1(9),2,4,6,10,12-hexaene ClC=1N=C(N=C2C=3C=CC=CC3OC12)C(F)(F)F